COC(=O)C1=C(C=NC=C1)NC[C@H]1CCOC2=C1C=CC(=C2)C2=C(SC=C2)C 3-({[(4S)-7-(2-methylthiophene-3-yl)-3,4-dihydro-2H-1-benzopyran-4-yl]methyl}amino)pyridine-4-carboxylic acid methyl ester